(cis)-4-((S)-3-acetamidopyrrolidin-1-yl)-N-(3-methoxy-4-((4-((2-methyl-6-(methylcarbamoyl)phenyl)amino)-5-(trifluoromethyl)pyrimidin-2-yl)amino)phenyl)adamantan-1-carboxamide C(C)(=O)N[C@@H]1CN(CC1)C1C2CC3(CC(CC1C3)C2)C(=O)NC2=CC(=C(C=C2)NC2=NC=C(C(=N2)NC2=C(C=CC=C2C(NC)=O)C)C(F)(F)F)OC